FC=1C(=CC(=NC1)OC)C1=CC(=NN1)C(=O)N1C2(CC2)C[C@H](CC1)C(=O)NC[C@H]1CC=2C(=NNC2CC1)C (S)-4-(5-(5-fluoro-2-methoxypyridin-4-yl)-1H-pyrazole-3-carbonyl)-N-(((R)-3-methyl-4,5,6,7-tetrahydro-1H-indazol-5-yl)methyl)-4-azaspiro[2.5]Octane-7-carboxamide